N1=C(C=CC=C1)C1=CC=CC2=NC3=CC=CC=C3C=C12 Pyridylacridin